(R)-N-((S)-1'-(6-chloropyrido[2,3-b]pyrazin-2-yl)-4-methoxy-1,3-dihydrospiro[inden-2,4'-piperidin]-1-yl)-2-methylpropan-2-sulfinamide ClC=1C=CC=2C(=NC=C(N2)N2CCC3(CC2)[C@@H](C2=CC=CC(=C2C3)OC)N[S@](=O)C(C)(C)C)N1